O1C2=C(OCC1)C=C(C=C2)C=2C(=C(/C=C/C1=CC(=CC=3CCOC31)CNC(C(=O)O)(CO)C)C=CC2)C (E)-2-((7-(3-(2,3-dihydrobenzo[b][1,4]dioxin-6-yl)-2-methylstyreneyl)-2,3-dihydrobenzofuran-5-yl)methylamino)-3-hydroxy-2-methylpropanoic acid